(E)-(S)-14-tert-Butoxycarbonylamino-5-methoxycarbonylamino-8,16-diaza-tricyclo[13.3.1.02,7]nonadeca-1(19),2,4,6,11,15,17-heptaene-8,9-dicarboxylic acid 8-tert-butyl ester 9-ethyl ester C(C)OC(=O)[C@H]1N(C2=CC(=CC=C2C=2C=CN=C(C(C/C=C/C1)NC(=O)OC(C)(C)C)C2)NC(=O)OC)C(=O)OC(C)(C)C